O=C1N[C@H]2[C@@H](N1)CS[C@H]2CCCCC(=O)OC2=CC=C1C(=CNC1=C2)C=2SC=C(N2)C2=C(NC1=CC=CC=C21)C 3-(4-(2-Methyl-1H-indol-3-yl)thiazol-2-yl)-1H-indol-6-yl 5-((3aS,4S,6aR)-2-oxohexahydro-1H-thieno[3,4-d]imidazol-4-yl)pentanoate